2,5,6,6-tetramethylcyclohex-2-en CC=1CC(C(CC1)C)(C)C